4-(Difluoromethyl)-1H-pyrazole FC(C=1C=NNC1)F